NC(C(=O)N1C[C@@H]2NS(C=3C(SC[C@@H]2C1)=C(N(C3)C)C(=O)NC3=CC(=C(C=C3)F)C)(=O)=O)=O (3aR,10aR)-2-(2-amino-2-oxoacetyl)-N-(4-fluoro-3-methylphenyl)-7-methyl-2,3,3a,4,10,10a-hexahydro-1H,7H-dipyrrolo[3,4-c:3',4'-g][1,6,2]dithiazocine-8-carboxamide 5,5-dioxide